CO[Si](C1=CC=CC=C1)(C1=CC=CC=C1)OC dimethoxydiphenyl-silane